ClC=1C=C(CNCCCCOCCNC2=CC(=CC=3NN=NC32)N3C=NN=C3)C=CC1OC(F)(F)F N-(2-(4-((3-chloro-4-(trifluoromethoxy)benzyl)amino)butoxy)ethyl)-6-(4H-1,2,4-triazol-4-yl)-1H-benzo[d][1,2,3]triazol-4-amine